ClC=1C2=C(N(C(N1)=O)C=1C(=NC(=CC1SC)C)C(C)C)N=C(C(=C2)F)Cl 4,7-dichloro-6-fluoro-1-(2-isopropyl-6-methyl-4-(methylthio)pyridin-3-yl)pyrido[2,3-d]pyrimidin-2(1H)-one